O1CCC2=C1C=CC(=C2)C(=O)OC methyl 2,3-dihydrobenzofuran-5-carboxylate